O1CCC(CC1)OC(N[C@@H](CC(C)C)C(=O)N[C@H](C(C(=O)NCC)O)CC1=CC=CC=C1)=O ((1S)-1-((((1S)-1-benzyl-3-ethylamino-2-hydroxy-3-oxopropyl)amino)carbonyl)-3-methylbutyl)carbamic acid tetrahydro-4H-pyran-4-yl ester